N-{(2S,3R)-1-(bicyclo[1.1.1]pentane-1-carbonyl)-4,4-difluoro-2-[(2,2',3'-trifluoro[1,1'-biphenyl]-3-yl)methyl]pyrrolidin-3-yl}ethanesulfonamide C12(CC(C1)C2)C(=O)N2[C@H]([C@H](C(C2)(F)F)NS(=O)(=O)CC)CC=2C(=C(C=CC2)C2=C(C(=CC=C2)F)F)F